N[C@@H]1C2=CC(=CC=C2CC12CCN(CC2)C=2NC(C1=C(N2)NN=C1C1(CC1)C1=CC=CC=C1)=O)Cl (S)-6-(1-amino-6-chloro-1,3-dihydrospiro[indene-2,4'-piperidin]-1'-yl)-3-(1-phenylcyclopropyl)-1,5-dihydro-4H-pyrazolo[3,4-d]pyrimidin-4-one